CC(=O)OC[C@@H]1[C@H]([C@@H]([C@H]([C@@H](O1)OC2=CC3=C(C=C(C=C3[O+]=C2C4=CC(=C(C(=C4)OC)O)OC)O)O)O)O)O The molecule is an anthocyanin cation that is malvidin substituted at position 3 by a 6-O-acetyl-beta-D-glucosyl residue. It has a role as a metabolite. It is a beta-D-glucoside, an anthocyanin cation and an aromatic ether. It derives from a malvidin.